ClCCC(=C(C1=CC=C(C=C1)O)C1=CC=C(OCCN2CCC(CC2)CN2C[C@H](CCC2)NC=2C=C3CN(CC3=CC2)C2C(NC(CC2)=O)=O)C=C1)C1=CC=C(C=C1)O 5-(((S)-1-((1-(2-(4-(4-chloro-1,2-bis(4-hydroxyphenyl)but-1-en-1-yl)phenoxy)ethyl)piperidin-4-yl)methyl)piperidin-3-yl)amino)-2-(2,6-dioxopiperidin-3-yl)isoindoline